2-Carbamoyl-4-methyl-5,6-dihydro-4H-1,3-oxazine C(N)(=O)C=1OCCC(N1)C